5-((2-chlorobenzyl)oxy)-2-methylbenzofuran-3-carboxylic acid ClC1=C(COC=2C=CC3=C(C(=C(O3)C)C(=O)O)C2)C=CC=C1